Cl.CC1([C@H]2CN[C@@H]([C@@H]12)C(=O)N1C[C@]2(C[C@H]1C#N)C(NC1=CC=CC=C12)=O)C (3R,5'S)-1'-((1R,2S,5S)-6,6-dimethyl-3-azabicyclo[3.1.0]hexane-2-carbonyl)-2-oxospiro[indole-3,3'-pyrrolidine]-5'-carbonitrile hydrochloride